ClC1=CC(=CC2=C1OC1=C2C=CC=C1)F 4-chloro-2-fluorodibenzo[b,d]furan